tributyl-(3,6-difluoro-2-pyridinyl)stannane C(CCC)[Sn](C1=NC(=CC=C1F)F)(CCCC)CCCC